BrC1=NN(C(=N1)N=S(C)(C)=C=O)C ((3-bromo-1-methyl-1H-1,2,4-triazol-5-yl)imino)dimethyl-lambda6-Thioketone